FC1=C(C=CC=C1F)NC(=S)N (2,3-difluorophenyl)thiourea